(4-((8-fluoro-2-methyl-3-oxo-3,4-dihydroquinoxalin-6-yl)methyl)piperazin-1-yl)-N,6-dimethylpyridineamide FC=1C=C(C=C2NC(C(=NC12)C)=O)CN1CCN(CC1)C=1C(=NC(=CC1)C)C(=O)NC